COC1=C(C=CC(=C1)OC)CN(C1=CC=NC2=CC(=CC=C12)C=1C=C(C=CC1)C(C(=O)N)=C)CC1=C(C=C(C=C1)OC)OC [3-[4-[bis[(2,4-dimethoxyphenyl)methyl]amino]-7-quinolyl]phenyl]prop-2-enamide